FC(C(=O)O)(F)F.C1(CCCC1)N1CC2(CC1CO)CCNCC2 (2-cyclopentyl-2,8-diazaspiro[4.5]decan-3-yl)methanol trifluoroacetate